3-(1H-indol-1-yl)azetidine-1-carboxylic acid tert-butyl ester C(C)(C)(C)OC(=O)N1CC(C1)N1C=CC2=CC=CC=C12